F[C@@H]1C[C@H](N(C1)C(CN1C(CN(CC1)C(=O)OCC(F)(F)F)=O)=O)C(N[C@@H](C1=CC=CC=C1)C1=CC(=C(C=C1)C1(CC1)C)F)=O 2,2,2-trifluoroethyl 4-{2-[(2S,4R)-4-fluoro-2-{[(S)-[3-fluoro-4-(1-methylcyclopropyl) phenyl](phenyl) methyl]carbamoyl} pyrrolidin-1-yl]-2-oxoethyl}-3-oxopiperazine-1-carboxylate